BrCCC=1C=NC=NC1 5-(2-bromoethyl)pyrimidine